2-(4-bromo-1-methyl-1H-pyrazol-5-yl)-4-chloro-3-fluoro-6-(3-fluoro-3-methylazetidin-1-yl)benzonitrile BrC=1C=NN(C1C1=C(C#N)C(=CC(=C1F)Cl)N1CC(C1)(C)F)C